8-((3R,4R)-4-(2-fluoro-6-(trifluoromethyl)phenoxy)-3-methylpiperidin-1-yl)-5-methyl-6-oxo-5,6-dihydro-1,5-naphthyridine-2-carbonitrile FC1=C(O[C@H]2[C@@H](CN(CC2)C2=CC(N(C=3C=CC(=NC23)C#N)C)=O)C)C(=CC=C1)C(F)(F)F